N-(4-methylphenyl)-4-methyl-N-allenylbenzenesulfonamide CC1=CC=C(C=C1)N(S(=O)(=O)C1=CC=C(C=C1)C)C=C=C